(3R)-3-(2-(8-oxa-3-azabicyclo[3.2.1]octane-3-carbonyl)-6-chloro-1,2,3,4-tetrahydroisoquinolin-8-yl)morpholine-4-carboxylic acid tert-butyl ester C(C)(C)(C)OC(=O)N1[C@@H](COCC1)C=1C=C(C=C2CCN(CC12)C(=O)N1CC2CCC(C1)O2)Cl